1-ethyl-3-methylimidazole arginine salt N[C@@H](CCCNC(N)=N)C(=O)O.C(C)N1CN(C=C1)C